N[C@H](C(=O)O)CCCS (2S)-2-amino-5-sulfanyl-pentanoic acid